BrC=1C=C(C=C2C(=C(C(=NC12)C1COCCC1)C)O)F 8-bromo-6-fluoro-3-methyl-2-tetrahydropyran-3-yl-quinolin-4-ol